1,1'-phthaloyl-bis(2-methylaziridine) C(C=1C(C(=O)N2C(C2)C)=CC=CC1)(=O)N1C(C1)C